3-methyl-2-[(Z)-pent-2-enyl]cyclopent-2-en CC1=C(CCC1)C\C=C/CC